COCC(=O)NC1=CNC2=CC=C(C=C12)OCCC1CCN(CC1)CC(F)(F)F 2-methoxy-N-(5-[2-[1-(2,2,2-trifluoroethyl)piperidin-4-yl]ethoxy]-1H-indol-3-yl)acetamide